ClCCOC(F)(F)F 1-chloro-2-(trifluoromethoxy)ethane